4-(3-bromopyridin-2-yl)piperazine-1-carboxylic acid tert-butyl ester C(C)(C)(C)OC(=O)N1CCN(CC1)C1=NC=CC=C1Br